5-fluoro-N-isopropyl-N-methyl-2-(3-(1-(4-(methylsulfonyl)benzyl)piperidin-4-yl)-1H-pyrrolo[2,3-c]pyridin-1-yl)benzamide FC=1C=CC(=C(C(=O)N(C)C(C)C)C1)N1C=C(C=2C1=CN=CC2)C2CCN(CC2)CC2=CC=C(C=C2)S(=O)(=O)C